CC=1C=C(C=NC1)C#N 5-methyl-pyridine-3-carbonitrile